N=1N(N=CC1)C1=C(C=C(C=N1)NC(=O)C1=C(C=C(C=C1)C1=C(C=CC=C1)C#N)C)C(F)(F)F N-(6-(2H-1,2,3-triazol-2-yl)-5-(trifluoromethyl)pyridin-3-yl)-2'-cyano-3-methyl-[1,1'-biphenyl]-4-carboxamide